N-(2-((R)-3-(1-(7-(((R)-1-(2,4-dichlorophenyl)ethyl)amino)-[1,2,4]Triazolo[1,5-a]pyrimidin-5-yl)azetidin-3-yl)piperidin-1-yl)ethyl)methanesulfonamide ClC1=C(C=CC(=C1)Cl)[C@@H](C)NC1=CC(=NC=2N1N=CN2)N2CC(C2)[C@@H]2CN(CCC2)CCNS(=O)(=O)C